C1(CC1)C1=NC=NC(=C1C=1N=CC2=C(N1)C(=CN2)[C@@H](C)C2=CC=C(C=C2)C=2N(C=C(N2)C(F)(F)F)C)OC |o1:18| 2-(4-cyclopropyl-6-methoxy-pyrimidin-5-yl)-7-[rel-(1S)-1-[4-[1-methyl-4-(trifluoromethyl)imidazol-2-yl]phenyl]ethyl]-5H-pyrrolo[3,2-d]pyrimidine